N-((7-fluoroquinoxalin-6-yl)methyl)-5-methoxy-4-(piperazin-1-yl)pyridin-3-amine FC1=C(C=C2N=CC=NC2=C1)CNC=1C=NC=C(C1N1CCNCC1)OC